1,2,3-trimethoxy-5-[(E)-n-but-1-enyl]benzene COC1=C(C(=CC(=C1)\C=C\CC)OC)OC